ClC=1C=NC(=NC1)N1CC2(CN(C2)C(=O)OC(C)(C)C)C1 tert-butyl 6-(5-chloropyrimidin-2-yl)-2,6-diazaspiro[3.3]heptane-2-carboxylate